CC1(CCCC(C1)(C)C)CC(CC)=O 1-(2,4,4-trimethyl-2-cyclohexyl)-trans-2-butanone